FC1=CC=C(C=2C=NN(C12)C1OCCCC1)C(=O)C1=NC=C(C=C1NC(OC(C)(C)C)=O)N1CCOCC1 tert-Butyl N-[2-(7-fluoro-1-tetrahydropyran-2-yl-indazole-4-carbonyl)-5-morpholino-3-pyridyl]carbamate